C(C)C(C(=O)OCCOCCOC(C(CCCC)CC)=O)CCCC diethylene glycol-bis-(2-ethyl hexanoate)